tert-Butyl 4-(2-(5-chloro-2-hydroxybenzamido)ethyl)piperazine-1-carboxylate ClC=1C=CC(=C(C(=O)NCCN2CCN(CC2)C(=O)OC(C)(C)C)C1)O